tert-Butyl (3-cyano-4-(3-((S)-3-(dimethylamino)-3-methylpyrrolidin-1-yl)-5-fluoro-7,9-dihydrofuro[3,4-f]quinazolin-6-yl)-7-fluorothieno[3,2-c]pyridin-2-yl)carbamate C(#N)C1=C(SC2=C1C(=NC=C2F)C=2C1=C(C=3C=NC(=NC3C2F)N2C[C@@](CC2)(C)N(C)C)COC1)NC(OC(C)(C)C)=O